Cl[Si](CCCC(F)(F)F)(CCCC(F)(F)F)CCCC(F)(F)F chloro-tris(4,4,4-trifluorobutyl)silane